ClC1=C(C=CC(=C1)B1OC(C(O1)(C)C)(C)C)NS(=O)(=O)C1=NC=CC(=C1)OC(C)C N-[2-chloro-4-(4,4,5,5-tetramethyl-1,3,2-dioxaborolan-2-yl)phenyl]-4-isopropoxypyridine-2-sulfonamide